N1=CC(=CC=C1)C(C(=O)O)CC pyridin-3-yl-butanoic acid